glycerol tribehenat C(CCCCCCCCCCCCCCCCCCCCC)(=O)OCC(OC(CCCCCCCCCCCCCCCCCCCCC)=O)COC(CCCCCCCCCCCCCCCCCCCCC)=O